ClC1=NC(=C(C(=N1)Cl)CN1CCOCC1)C 4-[(2,4-dichloro-6-methylpyrimidin-5-yl)methyl]morpholine